[Ni].C1=CCCC=CCCC=CCC1 (1,5,9-cyclododecatriene) nickel